N-((1R,3S)-3-([1,2,4]triazolo[4,3-a]pyridin-3-yl)cyclohexyl)-4-(3-((tert-butyldimethylsilyl)oxy)-3-methylcyclobutoxy)-5-(trifluoromethyl)pyrimidin-2-amine N=1N=C(N2C1C=CC=C2)[C@@H]2C[C@@H](CCC2)NC2=NC=C(C(=N2)OC2CC(C2)(C)O[Si](C)(C)C(C)(C)C)C(F)(F)F